3-(1,4-dimethyl-1H-benzo[d][1,2,3]triazol-5-yl)-3-(3-(((R)-2-ethyl-2,3-dihydro-[1,4]oxazepino[6,7-H]isoquinolin-4(5H)-yl)methyl)-4-methylphenyl)-2,2-dimethylpropionic acid CN1N=NC2=C1C=CC(=C2C)C(C(C(=O)O)(C)C)C2=CC(=C(C=C2)C)CN2C[C@H](OC1=C(C=CC=3C=CN=CC13)C2)CC